1-[3-(1,5-naphthyridin-2-yl)-1-(oxan-2-yl)indazol-7-yl]methanamine N1=C(C=CC2=NC=CC=C12)C1=NN(C2=C(C=CC=C12)CN)C1OCCCC1